((R)-1-(4-((cyclopropylmethyl)sulfonyl)phenyl)-2-hydroxyethyl)-2-((2S,4S)-2-((difluoromethoxy)methyl)-4-(4-(trifluoromethyl)phenoxy)pyrrolidin-1-yl)thiazole-5-carboxamide C1(CC1)CS(=O)(=O)C1=CC=C(C=C1)[C@@H](CO)C=1N=C(SC1C(=O)N)N1[C@@H](C[C@@H](C1)OC1=CC=C(C=C1)C(F)(F)F)COC(F)F